ethyl hydrogen (4-(2-(4-((2-cyclopropyl-5-ethoxy-4'-fluoro-[1,1'-biphenyl]-4-yl)methyl)piperazin-1-yl)-2-oxoethyl)phenyl)phosphonate C1(CC1)C1=C(C=C(C(=C1)CN1CCN(CC1)C(CC1=CC=C(C=C1)P(OCC)(O)=O)=O)OCC)C1=CC=C(C=C1)F